methylimidazolium trifluoroacetate salt FC(C(=O)[O-])(F)F.CC=1NC=C[NH+]1